FC(C1=C(C=C2CCCN(C2=C1)C=1C=C(C=C2CCN(CC12)C(=O)NC)C1CCN(CC1)CC1CCNCC1)C=1C=NN(C1)C)F 8-(7-(difluoromethyl)-6-(1-methyl-1H-pyrazol-4-yl)-3,4-dihydroquinolin-1(2H)-yl)-N-methyl-6-(1-(piperidin-4-ylmethyl)piperidin-4-yl)-3,4-dihydroisoquinoline-2(1H)-carboxamide